C(C)(C)(C)OC(=O)N1[C@@H](COCC1)CCC(=O)OC (3R)-3-(3-methoxy-3-oxo-propyl)morpholine-4-carboxylic acid tert-butyl ester